cyclopropyl(4-fluorophenyl)methanone C1(CC1)C(=O)C1=CC=C(C=C1)F